tert-Butyl (2-((3-cyano-4-nitrophenyl)amino)ethyl)carbamate C(#N)C=1C=C(C=CC1[N+](=O)[O-])NCCNC(OC(C)(C)C)=O